C(#N)C1=CNC2=C(C=CC(=C12)C)NS(=O)(=O)C1=CC=C(C=C1)CCNC(OC(C)(C)C)=O t-butyl (2-{4-[(3-cyano-4-methyl-1H-indol-7-yl)sulfamoyl]phenyl}ethyl)carbamate